[Si](C)(C)(C(C)(C)C)O[C@H]1C[C@@](N(C1)C(=O)C1=CC(=C2N1CCC1=CC(=C(C=C21)C=2N=NN(N2)C)OC)CCC)(C(=O)N)C (2R,4S)-4-[tert-butyl(dimethyl)silyl]oxy-1-[8-methoxy-9-(2-methyltetrazol-5-yl)-1-propyl-5,6-dihydropyrrolo[2,1-a]isoquinoline-3-carbonyl]-2-methyl-pyrrolidine-2-carboxamide